5-fluoro-3-[[(2R)-1-methylpyrrolidin-2-yl]methyl]-1H-indole FC=1C=C2C(=CNC2=CC1)C[C@@H]1N(CCC1)C